3-[5-(difluoromethyl)-1,3,4-thiadiazol-2-yl]-N-[1-(fluoromethyl)cyclopropyl]-1-(2-methoxyethyl)-2-oxo-benzimidazole-5-sulfonamide FC(C1=NN=C(S1)N1C(N(C2=C1C=C(C=C2)S(=O)(=O)NC2(CC2)CF)CCOC)=O)F